FCCOC(=O)N1CCN(CCC1)C1CCC(CC1)(C1=CC=CC=C1)C#N 4-(4-cyano-4-phenylcyclohexyl)-1,4-diazepan-1-carboxylic acid 2-fluoroethyl ester